NC=1N(C2=NC(=CC=C2C(C1C(=O)NC)=O)C#C[C@@](COC)(C)O)CC (R)-2-amino-1-ethyl-7-(3-hydroxy-4-methoxy-3-methylbut-1-yn-1-yl)-N-methyl-4-oxo-1,4-dihydro-1,8-naphthyridine-3-carboxamide